(1R,5S,6r)-6-[(E)-(hydroxyimino)methyl]-6-methyl-3-azabicyclo[3.1.0]Hexane-3-carboxylic acid O\N=C\C1([C@H]2CN(C[C@@H]12)C(=O)O)C